9,9-bis[4-(2-acryloyl-oxyethoxy)phenyl]fluorene C(C=C)(=O)OCCOC1=CC=C(C=C1)C1(C2=CC=CC=C2C=2C=CC=CC12)C1=CC=C(C=C1)OCCOC(C=C)=O